2-(3,4-difluorobenzamido)benzo[d]thiazole-6-carboxylic acid FC=1C=C(C(=O)NC=2SC3=C(N2)C=CC(=C3)C(=O)O)C=CC1F